(5S,7R)-5-(5-Bromopyridin-2-yl)-7-methyl-6-(2,2,2-trifluoroethyl)-5,6,7,8-tetrahydro-[1,3]dioxolano[4,5-g]isoquinoline BrC=1C=CC(=NC1)[C@H]1N([C@@H](CC=2C=C3C(=CC12)OCO3)C)CC(F)(F)F